5-{6-[2-(2-Cyano-7-fluoro-4-methoxy-indol-1-yl)-ethylamino]-pyrimidin-4-yl}-3-ethoxy-thiophene-2-carboxylic acid carboxymethyl ester C(=O)(O)COC(=O)C=1SC(=CC1OCC)C1=NC=NC(=C1)NCCN1C(=CC2=C(C=CC(=C12)F)OC)C#N